O1CCC(=CC1)C(=O)OC methyl 3,6-dihydro-2H-pyran-4-carboxylate